ClC=1C=C(C=CC1Cl)C=1C=CN2C1C(N(C=C2)CC(=O)N2CC(CC2)F)=O 8-(3,4-dichlorophenyl)-2-(2-(3-fluoropyrrolidin-1-yl)-2-oxoethyl)pyrrolo[1,2-a]pyrazin-1(2H)-one